3,5-dimethylphenylantimony chloride CC=1C=C(C=C(C1)C)[Sb](Cl)Cl